C(CCCCC)C(C(=O)OCCCC=O)CCCCCCCC 4-(2'-hexyldecanoyloxy)butan-1-al